N[C@@H]1C(N(CCC1)C1=CC=C(C=C1)Br)=O (S)-3-amino-1-(4-bromophenyl)piperidin-2-one